4-(2,6-difluoro-4-nitrophenoxy)-3-(1-ethyl-1H-pyrazol-5-yl)-1-{[2-(trimethylsilyl)ethoxy]methyl}-1H-pyrrolo[2,3-b]pyridine FC1=C(OC2=C3C(=NC=C2)N(C=C3C3=CC=NN3CC)COCC[Si](C)(C)C)C(=CC(=C1)[N+](=O)[O-])F